N1CCC=2C1=NC=CC2N2C[C@H](N(CC2)C(=O)OC(C)(C)C)C tert-butyl (R)-4-(2,3-dihydro-1H-pyrrolo[2,3-b]pyridin-4-yl)-2-methylpiperazine-1-carboxylate